C(CCC)SC1=C(C=C(C=C1OC)CCN)OC 2-(4-(butylsulfanyl)-3,5-dimethoxyphenyl)ethylamine